C(C1=CC=CC=C1)OC1=CC(=C(CB2OC(C(O2)(C)C)(C)C)C(=C1)C)C 2-(4-(benzyloxy)-2,6-dimethylbenzyl)-4,4,5,5-tetramethyl-1,3,2-dioxaborolane